ClCCOCCOCCCl 1,2-di(2-chloroethoxy)ethane